(1r,2s)-2-(3-{[5-chloro-6-(3-hydroxyazetidin-1-yl)pyrimidin-4-yl]amino}-1H-indazol-6-yl)-5'-methoxy-1'-methyl-spiro[cyclopropan-1,3'-indol]-2'(1'H)-one ClC=1C(=NC=NC1N1CC(C1)O)NC1=NNC2=CC(=CC=C12)[C@@H]1C[C@@]12C(N(C1=CC=C(C=C21)OC)C)=O